dimethyl-1,3-dimethylimidazole phosphate salt P(=O)(O)(O)O.CC1=C(N(CN1C)C)C